4-((7-Bromoheptyl)amino)-2-(2,6-dioxopiperidin-3-yl)isoindolin-1,3-dione BrCCCCCCCNC1=C2C(N(C(C2=CC=C1)=O)C1C(NC(CC1)=O)=O)=O